NC1=NN=C(C2=CC(=CC=C12)C=1C=C(C=NC1OC)B(O)O)C [5-(1-amino-4-methylphthalazin-6-yl)-6-methoxypyridin-3-yl]boronic acid